bis(4-(9H-carbazol-9-yl)styryl)biphenyl C1=CC=CC=2C3=CC=CC=C3N(C12)C1=CC=C(C=CC2=CC=C(C=C2)C2=CC=C(C=C2)C=CC2=CC=C(C=C2)N2C3=CC=CC=C3C=3C=CC=CC23)C=C1